C1(=CC=CC=C1)CS(=O)(=O)OC1=C(OC(C1=O)C1=CC=CC=C1)N 2-amino-4-oxo-5-phenyl-4,5-dihydrofuran-3-yl phenylmethanesulfonate